quinazoline thiocinnolinethioate N1=NC(=CC2=CC=CC=C12)C(S)=S.N1=CN=CC2=CC=CC=C12